CNS(=O)(=O)C N-methyl-methylsulfonamide